CC1=C(C(=C(C(=C1O)O)OC)O)C/C=C(\\C)/CC/C=C(\\C)/CC/C=C(\\C)/CC/C=C(\\C)/CC/C=C(\\C)/CC/C=C(\\C)/CCC=C(C)C The molecule is a 3-demethylubiquinol in which the polyprenyl chain contains 7 prenyl units. It is a member of hydroquinones and a 3-demethylubiquinol.